NC=1N=C(C2=C(N1)C=NN2CC2=C(C=C(C=C2)CO)OC)NCC2=NOC(=N2)C (4-((5-amino-7-(((5-methyl-1,2,4-oxadiazol-3-yl)methyl)amino)-1H-pyrazolo[4,3-d]pyrimidin-1-yl)methyl)-3-methoxyphenyl)methanol